3-(azepan-4-yl)-6-{8-fluoro-2-methylimidazo[1,2-a]pyridin-6-yl}thieno[3,2-d]pyrimidin-4-one N1CCC(CCC1)N1C=NC2=C(C1=O)SC(=C2)C=2C=C(C=1N(C2)C=C(N1)C)F